FC(OC1=CC=C(C=C1)C1=NN=CS1)(F)F 5-(4-trifluoromethoxyphenyl)-1,3,4-thiadiazol